C1(CCC1)C=1C(=C(C#N)C=C(C1)C1=NN=C(N1)OC)C cyclobutyl-5-(5-methoxy-4H-1,2,4-triazol-3-yl)-2-methylbenzonitrile